C(C)(C)(C)[S@@](=O)N[C@@H]1C2=CC=CC=C2CC12CCN(CC2)C=2N=NC(=CN2)[S-] 3-((S)-1-(((R)-tert-butylsulfinyl)amino)-1,3-dihydrospiro[indene-2,4'-piperidine]-1'-yl)-1,2,4-triazine-6-thiolate